2-[4-[5-Amino-4-cyano-1-(2,2,2-trideuterio-1-methyl-ethyl)pyrazol-3-yl]phenyl]-N-[3-(2,2-dimethylpropyl)isoxazol-5-yl]propanamide NC1=C(C(=NN1C(C([2H])([2H])[2H])C)C1=CC=C(C=C1)C(C(=O)NC1=CC(=NO1)CC(C)(C)C)C)C#N